OCC(C(CO)O)=O 1,3,4-trihydroxy-2-butanone